O=C1NC(CCC1N1C(C2=CC=CC(=C2C1)SCCCCCCCCCCN1CCC(CC1)C1CCNC=2N1N=C(C2C(=O)N)C2=CC=C(C=C2)OC2=CC=CC=C2)=O)=O 7-(1-(10-((2-(2,6-dioxopiperidin-3-yl)-1-oxoisoindoline-4-yl)thio)decyl)piperidine-4-yl)-2-(4-phenoxyphenyl)-4,5,6,7-tetrahydropyrazolo[1,5-a]pyrimidine-3-carboxamide